tris(2-hydroxyethyl)methylammonium OCC[N+](C)(CCO)CCO